The molecule is a hexacosenoic acid in which the double bond is located at position 9 and has Z configuration. It is a conjugate acid of a (17Z)-hexacosenoic acid. CCCCCCCCCCCCCCCC/C=C\\CCCCCCCC(=O)O